NC=1C2=C(N=CN1)N(C=C2I)[C@H]2C[C@H](C2)C=O (cis)-3-(4-amino-5-iodo-7H-pyrrolo[2,3-d]pyrimidin-7-yl)cyclobutanecarbaldehyde